C(=C)S(=O)(N)=N ethene-1-sulfonimidamide